ethyl 5-acetyl-2-(3,5-dimethoxy-4-(morpholinomethyl) phenyl)-6-methylindolizine-7-carboxylate C(C)(=O)C=1N2C=C(C=C2C=C(C1C)C(=O)OCC)C1=CC(=C(C(=C1)OC)CN1CCOCC1)OC